C(=C)CC(=O)SCCNC(CCNC([C@@H](C(COP(OP(OC[C@@H]1[C@H]([C@H]([C@@H](O1)N1C=NC=2C(N)=NC=NC12)O)OP(=O)(O)O)(=O)O)(=O)O)(C)C)O)=O)=O vinyl-acetyl-CoA